N-((3S,4S)-4-(3-chloro-5-fluorophenyl)-1-(imidazo[1,5-a]pyridine-8-carbonyl)piperidin-3-yl)-1H-benzo[d]imidazole-2-carboxamide ClC=1C=C(C=C(C1)F)[C@H]1[C@@H](CN(CC1)C(=O)C=1C=2N(C=CC1)C=NC2)NC(=O)C2=NC1=C(N2)C=CC=C1